C(C)(C)N(C(=O)C=1N=C(NC1C)C1=NC=CC(=C1)C=1C=NC=C(C1)N1CCOCC1)C N-Isopropyl-N,5-dimethyl-2-(5-morpholin-4-yl-3,4'-bipyridin-2'-yl)-1H-imidazol-4-carboxamid